BrCC(=O)C=1C=NC(=CC1)C(F)F 2-bromo-1-(6-(difluoromethyl)pyridin-3-yl)ethan-1-one